3a,4,7,7a-tetrahydro-1H-4,7-epoxyisoindole-1,3(2H)-dione C1(NC(C2C3C=CC(C12)O3)=O)=O